N1C=NC(=C1)CNC=1C(=CSC1)C=1SC=CC1 N-((1H-imidazol-4-yl)methyl)-[2,3'-bithiophene]-4'-amine